FC(N1N=C(C=C1)C1=NN=C(O1)C(=O)N1[C@H](C2=C(CC1)NC=N2)C2=NN1C(C(=CC=C1)C)=C2)F (R)-(5-(1-(difluoromethyl)-1H-pyrazol-3-yl)-1,3,4-oxadiazol-2-yl)(4-(4-methylpyrazolo[1,5-a]pyridin-2-yl)-6,7-dihydro-1H-imidazo[4,5-c]pyridin-5(4H)-yl)methanone